4-cyclobutyl-5-(5-ethoxy-4H-1,2,4-triazol-3-yl)-2-methylbenzonitrile C1(CCC1)C1=CC(=C(C#N)C=C1C1=NN=C(N1)OCC)C